4'-((1R,5S)-3,8-Diazabicyclo[3.2.1]octan-3-yl)-2'-(((S)-pyrrolidin-2-yl)methoxy)-3,4,5',8'-tetrahydro-2H,6'H-spiro[naphthalene-1,7'-quinazolin]-7-ol [C@H]12CN(C[C@H](CC1)N2)C2=NC(=NC=1CC3(CCC21)CCCC2=CC=C(C=C23)O)OC[C@H]2NCCC2